CC1=C(C=CC=C1)[C@@]1([C@@H](CCC1)NC1=CC=CC=C1)C1=NC=CC=C1 N-((1R,2S)-2-(2-methylphenyl)-2-(pyridin-2-yl)cyclopentyl)aniline